CC1CN(CCN1)C(=O)O 3-methylpiperazine-1-carboxylic acid